ClC1=NN=C(C2=CC=CC=C12)CC1CN(CCC1)C(=O)OC(C)(C)C tert-Butyl 3-((4-chlorophthalazin-1-yl)methyl)piperidine-1-carboxylate